Methyl 2-amino-3-(3-(3-carboxylphenoxy)azetidin-1-yl)benzoate NC1=C(C(=O)OC)C=CC=C1N1CC(C1)OC1=CC(=CC=C1)C(=O)O